N-[(1R,3s,5S)-1,5-dimethyl-8-azabicyclo[3.2.1]octan-3-yl]-N-methyl-5-[6-(1H-pyrazol-4-yl)-1,2,4-triazin-3-yl][1,3]thiazolo[5,4-d][1,3]thiazol-2-amine hydrochloride Cl.C[C@]12CC(C[C@](CC1)(N2)C)N(C=2SC=1N=C(SC1N2)C=2N=NC(=CN2)C=2C=NNC2)C